2-(2-(1,1-difluoroethyl)-4-fluorophenyl)-3-(4-((1-(3-fluoropropyl)azetidine-3-yl)oxy)phenoxy)benzothiophene-6-carboxylic acid methyl ester COC(=O)C1=CC2=C(C(=C(S2)C2=C(C=C(C=C2)F)C(C)(F)F)OC2=CC=C(C=C2)OC2CN(C2)CCCF)C=C1